rac-(1S*,2S*)-2-(4-chlorothiophen-2-yl)-N-(6-(((6-cyclopropylimidazo[1,2-a]pyridin-2-yl)methyl)amino)pyrimidin-4-yl)cyclopropane-1-carboxamide ClC=1C=C(SC1)[C@@H]1[C@H](C1)C(=O)NC1=NC=NC(=C1)NCC=1N=C2N(C=C(C=C2)C2CC2)C1 |r|